NC1=CC(=NC=N1)NC1=C2C(=NC(=C1)N(C)C(C(F)(F)F)C1CC1)N(C=N2)C N7-(6-Amino-pyrimidin-4-yl)-N5-(1-cyclopropyl-2,2,2-trifluoro-ethyl)-3,N5-dimethyl-3H-imidazo[4,5-b]pyridine-5,7-diamine